FC(C(=O)O)(F)F.C(#N)CC(N1N=CC(=C1)C=1C2=C(N=CN1)NC=C2)C2=CC(=NC=C2)C#N 4-{2-cyano-1-[4-(7H-pyrrolo-[2,3-d]pyrimidin-4-yl)-1H-pyrazol-1-yl]ethyl}pyridine-2-carbonitrile trifluoroacetate